[N+](=O)([O-])C1=CC=2C=3CCCCC3C(NC2C=C1)=O 2-nitro-7,8,9,10-tetrahydrophenanthridin-6(5H)-one